N-methylphenyl-nitrone C[N+](=CC1=CC=CC=C1)[O-]